2,2,4-trimethyl-1,6-hex-anediol CC(CO)(CC(CCO)C)C